triaminocyclododecene NC1C(=C(CCCCCCCCC1)N)N